4-epoxy-6-methylcyclohexylmethyl 3,4-epoxy-6-methylcyclohexanecarboxylate CC1CC2C(CC1C(=O)OCC1CC3C(C(C1)C)O3)O2